17-Oxacycloheptadec-9-en-1-one C1(CCCCCCCC=CCCCCCCO1)=O